(3,3-dicyanopropylsulfanyl)-3-ethylsulfanyl-pyridine-2-carboxylic acid C(#N)C(CCSC1=C(C(=NC=C1)C(=O)O)SCC)C#N